tert-butyl N-[(1S,2R)-2-(cyanomethyl)cyclohexyl]carbamate C(#N)C[C@@H]1[C@H](CCCC1)NC(OC(C)(C)C)=O